CC1=CC=C(\C=C\2/CC3=CC=CN3C2)C=C1 (E)-2-(4-methylbenzylidene)-2,3-dihydropyrrolizine